FC(C(=O)C1C(C2CCC1C2)=O)(F)F 3-(2,2,2-trifluoroacetyl)bicyclo[2.2.1]heptan-2-one